BrC1=C(C=CC=C1)NC(CCC)=O N-(2-bromophenyl)butanamide